1-((7-bromo-1-(tetrahydro-2H-pyran-2-yl)-1H-indazol-3-yl)amino)-3-(3,4-dihydroisoquinolin-2(1H)-yl)propan-2-ol BrC=1C=CC=C2C(=NN(C12)C1OCCCC1)NCC(CN1CC2=CC=CC=C2CC1)O